C1(CCCCC1)C(N1N=NC2=C1C=CC=C2)OC 1-(cyclohexyl-(methoxy)methyl)-1H-benzo[d][1,2,3]triazole